3-[4-isopropylamino-6-(2-trifluoromethyl-pyridin-4-ylamino)-[1,3,5]triazin-2-yl]-phenol C(C)(C)NC1=NC(=NC(=N1)NC1=CC(=NC=C1)C(F)(F)F)C=1C=C(C=CC1)O